N1C=CC=2C1=NC=C(C2)OC2=C(C(=O)NS(=O)(=O)C1=CC(=C(C=C1)NCC1CCOCC1)[N+](=O)[O-])C=CC(=C2)N2CCN(CC2)C2CCCCC1=C2C=CC=C1 2-((1H-pyrrolo[2,3-b]pyridin-5-yl)oxy)-N-((3-nitro-4-(((tetrahydro-2H-pyran-4-yl)methyl)amino)phenyl)sulfonyl)-4-(4-(6,7,8,9-tetrahydro-5H-benzo[7]annulen-5-yl)piperazin-1-yl)benzamide